C(C)OC(=O)C1CC2=C(C(=NN=C2C)C)C1 1,4-dimethyl-6,7-dihydro-5H-cyclopenta[d]pyridazine-6-carboxylic acid ethyl ester